C(C)C1CC(C(CC1)C(=O)O)C(=O)O 4-ethylcyclohexane-1,2-dicarboxylic acid